FC=1C=C(CNCCCCOC2CN(C2)C2=NC3=C(C4=CN=CC=C24)C=CC(=C3)C(=O)O)C=C(C1)OC(F)(F)F 5-(3-(4-((3-fluoro-5-(trifluoromethoxy)benzyl)amino)butoxy)azetidin-1-yl)benzo[c][2,6]naphthyridine-8-carboxylic acid